C1(=CC=CC=C1)C1CCC=2N1C1=C(N2)C=CC(=C1)C1=CC=C(C=C1)S(=O)(=O)N 4-(1-phenyl-2,3-dihydro-1H-benzo[d]pyrrolo[1,2-a]imidazol-7-yl)benzenesulfonamide